C1(=CC=C(C=C1)CN(C1=CC(=NC=2N1N=CC2Cl)NC[C@@H]2[C@H](CN(CC2)C(=O)OC(C)(C)C)O)C(=O)OC(C)(C)C)C2=CC=CC=C2 tert-butyl (3R,4R)-4-(((7-(([1,1'-biphenyl]-4-ylmethyl) (tert-butoxycarbonyl) amino)-3-chloropyrazolo[1,5-a]pyrimidin-5-yl) amino) methyl)-3-hydroxypiperidine-1-carboxylate